S1(CCCC2=CC=C(C=C12)C(=O)O)=O thiochromane-7-carboxylic acid 1-oxide